7-fluoro-3,4-dihydro-4-methyl-1H-[1,4]benzodiazepine FC=1C=CC2=C(CN(CCN2)C)C1